1-(1-{(S)-2-[(S)-3-Isobutyl-2-oxo-1-piperazinyl]-4-methylvaleryl}-3-piperidyl)-2-imidazolidinone C(C(C)C)[C@H]1C(N(CCN1)[C@H](C(=O)N1CC(CCC1)N1C(NCC1)=O)CC(C)C)=O